CC1=NC(=CC(=C1)C=1C=C(C=CC1)C=1N=C(SC1)NC(=O)[C@]1(N(CC1)C(=O)OC(C)(C)C)C)C tert-butyl (S)-2-((4-(3-(2,6-dimethylpyridin-4-yl)phenyl)thiazol-2-yl)carbamoyl)-2-methylazetidine-1-carboxylate